NC1=C(C(=NC=C1C(=O)O)OC1=C(C(=CC=C1)C)C)C1=C(C(=CC=C1C)OC)C 4-amino-6-(2,3-dimethylphenoxy)-5-(3-methoxy-2,6-dimethylphenyl)nicotinic acid